tert-butyl (3S,5R)-4-{2-[4-({[(4-chlorophenyl) methyl]amino} carbonylamino) phenyl] acetyl}-3,5-dimethylpiperazinecarboxylate ClC1=CC=C(C=C1)CNC(=O)NC1=CC=C(C=C1)CC(=O)N1[C@H](CN(C[C@H]1C)C(=O)OC(C)(C)C)C